COC1=CC=C(CN2N=CC(=C(C2=O)C(F)(F)F)N[C@H](COCCC(=O)O)C)C=C1 (S)-3-(2-((1-(4-methoxybenzyl)-6-oxo-5-(trifluoromethyl)-1,6-dihydropyridazin-4-yl)amino)propoxy)propanoic acid